BrC=1C(=CC=C2CCC=3C(=NOC3C12)C(=O)N)OC 9-bromo-8-methoxy-4H,5H-naphtho[2,1-d][1,2]oxazole-3-carboxamide